o-methylisourea hydrochloride COC(=N)N.Cl